C1(CCCCC1)[NH-] monocyclohexyl-amide